C1(=CC=CC=C1)[C@H]([C@@H](S(=O)C1=CC=C(C=C1)C)C1=CC=CC=C1)C=1C(=C(C=CC1)O)C=N (1S,2R)-1,2-diphenyl-2-p-tolylsulfinyl-ethyl-iminomethylphenol